CC(=CCC=1C(=C(C(=O)O)C=CC1)O)C.C(C=1C(O)=CC=CC1)(=O)OCCC(=C)C isopentenyl salicylate (3-methylbut-2-en-1-yl 2-hydroxybenzoate)